N-{4-[2-(4-chloro-3-fluorophenoxy)acetamido]-3-hydroxybicyclo[2.2.2]octan-1-yl}-6-(trifluoromethoxy)pyridine-3-carboxamide ClC1=C(C=C(OCC(=O)NC23C(CC(CC2)(CC3)NC(=O)C=3C=NC(=CC3)OC(F)(F)F)O)C=C1)F